C(C)OC(C)=CCC=C(CC)C 2-ethoxy-6-methyl-octa-2,5-diene